Tert-Butyl (±)-(2-Methoxy-1-(2-(2,2,2-Trifluoroethoxy)Pyridin-4-yl)Ethyl)Carbamate COC[C@@H](C1=CC(=NC=C1)OCC(F)(F)F)NC(OC(C)(C)C)=O |r|